C(=O)(O)C=1C=C2C=CC(=NC2=CC1)SCC(OC)OC 6-carboxyl-2-(2,2-dimethoxyethylthio)quinoline